O1CCOC2=C1C=CC=C2C2=CC=C(C(=N2)OC)NC=2C=C(C=CC2)CC(=O)NC2CNC(CC2)=O 2-{3-[6-(2,3-Dihydro-benzo[1,4]dioxin-5-yl)-2-methoxy-pyridin-3-ylamino]-phenyl}-N-(6-oxo-piperidin-3-yl)-acetamide